O[C@@](CN1N=CC(=C1)C#N)(C)[C@H]1CC[C@H]2[C@@H]3CC[C@@H]4C[C@]([C@H](C[C@@H]4[C@H]3CC[C@]12C)C)(C)O 1-((S)-2-hydroxy-2-((2S,3S,5R,8R,9R,10S,13S,14S,17S)-3-hydroxy-2,3,13-trimethylhexadecahydro-1H-cyclopenta[a]phenanthren-17-yl)propyl)-1H-pyrazole-4-carbonitrile